2-mercaptocyclodecanone SC1C(CCCCCCCC1)=O